C(#N)C1=CC(=C(C(=C1)C(C)C)CC(=O)NS(=O)(=N)C1=CC=C(C=C1)CN(C)C)C1CC1 2-(4-cyano-2-cyclopropyl-6-isopropylphenyl)-N-(4-((dimethylamino)methyl)phenyl-sulfonimidoyl)acetamide